C(C)(=O)O.C(C)(=O)O.C(C)(=O)O.C(C)(=O)O.[C@H]1([C@@H](O)[C@@H](O)[C@H](O)[C@H](O1)CO)N=[N+]=[N-] α-D-Mannopyranosyl azide tetraacetate